C(#N)C=1C=C(C=CC1F)NC(=O)N1CC=2N(C(C1)C)N=NC2C(=O)N[C@@H](C(F)(F)F)C N5-(3-Cyano-4-fluorophenyl)-7-methyl-N3-((R)-1,1,1-trifluoropropan-2-yl)-6,7-dihydro-[1,2,3]triazolo[1,5-a]pyrazine-3,5(4H)-dicarboxamide